C(CC\C=C/CCCCC)C(CN(C(CCCCN(C)C)=O)C(CCCCCCC(=O)OCCCCCCCCCC)CCCCCCCCCC)CCC\C=C/CCCCC decyl 8-{N-[(6Z)-2-[(4Z)-dec-4-en-1-yl]dodec-6-en-1-yl]-5-(dimethylamino)pentanamido}octadecanoate